C1(CC2C(CC1)O2)CC[Si](OC)(C)C 2-(3,4-epoxycyclohexyl)-ethyl-dimethylmethoxysilane